OP(O)OP(O)O.C(C)(C)(CC(C)(C)C)C1=C(C(=CC(=C1)C)C(C)(C)CC(C)(C)C)C(O)(C(CO)(CO)CO)C1=C(C=C(C=C1C(C)(C)CC(C)(C)C)C)C(C)(C)CC(C)(C)C bis(2,6-di-tert-octyl-4-methylphenyl)pentaerythritol diphosphite